N-(quinolin-8-yl)-3-(thiophene-2-sulfonamido)benzamide N1=CC=CC2=CC=CC(=C12)NC(C1=CC(=CC=C1)NS(=O)(=O)C=1SC=CC1)=O